C(C)(C)(C)OC(=O)N1C[C@@H](CCC1)NC=1N=NC(=C(N1)C1CC1)C1=C(C=C(C=C1)C#C)OCOCC (R)-3-((5-cyclopropyl-6-(2-(ethoxymethoxy)-4-ethynylphenyl)-1,2,4-triazin-3-yl)amino)piperidine-1-carboxylic acid tert-butyl ester